C1(=CC=CC=C1)P(C1=CC=CC=C1)[C-]1C=CC=C1.[C-]1(C=CC=C1)P(C1=CC=CC=C1)C1=CC=CC=C1.[Fe+2] bis-(diphenylphosphino)-ferrocene